(2,6-Dioxopiperidin-3-yl)-5-((R)-3-(hydroxymethyl)piperidin-1-yl)isoindoline-1,3-dione O=C1NC(CCC1N1C(C2=CC=C(C=C2C1=O)N1C[C@@H](CCC1)CO)=O)=O